OCC(CN1C2=NC=NC(=C2N=C1)N)OCP(=O)(O)O 9-(3-hydroxy-2-phosphomethoxypropyl)-adenine